N-((1R,5S,8S)-3-(5-(4-(((R)-1-cyanoethyl)amino)-6-(3-cyanopyrrolo[1,2-b]pyridazin-7-yl)pyridin-3-yl)-1,3,4-thiadiazol-2-yl)-3-azabicyclo[3.2.1]oct-8-yl)-2-hydroxy-2-methylpropanamide C(#N)[C@@H](C)NC1=C(C=NC(=C1)C1=CC=C2N1N=CC(=C2)C#N)C2=NN=C(S2)N2C[C@H]1CC[C@@H](C2)C1NC(C(C)(C)O)=O